pyridine-4,6(3H)-dione N1=CCC(CC1=O)=O